C1(CC1)C(=O)NC=1SC2=C(N1)C=CC=C2C=2C=CC(=C(C2)C2=CC=C(O2)P(O)(O)=O)OCCOCC [5-[5-[2-(cyclopropanecarbonylamino)-1,3-benzothiazol-7-yl]-2-(2-ethoxyethoxy)phenyl]-2-furyl]phosphonic acid